14-chloro-5-fluoro-8-oxa-1,11,17-triazatetracyclo[9.6.1.02,7.015,18]octadeca-2(7),3,5,13,15(18),16-hexaen-12-one ClC1=CC(N2CCOC=3C=C(C=CC3N3N=CC1=C32)F)=O